C(C)(C)(C)OC(=O)N[C@H](C(=O)OCCCCCCCCCCCCCCCCCCCCCC)CC1=CC(=CC(=C1)F)F docosyl (S)-2-((tert-butoxycarbonyl)amino)-3-(3,5-difluorophenyl)propanoate